C(C\C=C\CC)OC1=C(C(=C(C(=O)OC)C(=C1)C)O)C methyl (E)-4-(hex-3-en-1-yloxy)-2-hydroxy-3,6-dimethylbenzoate